1-hexadecanoyl-2-(4Z,7Z,10Z,13Z,16Z-docosapentaenoyl)-sn-glycero-3-phosphocholine CCCCCCCCCCCCCCCC(=O)OC[C@H](COP(=O)([O-])OCC[N+](C)(C)C)OC(=O)CC/C=C\C/C=C\C/C=C\C/C=C\C/C=C\CCCCC